C(C)C1=NN2CC(C=3C4=C(C(N(C1=C24)C)=O)C=C(C3)C)OCOCC[Si](C)(C)C 2-Ethyl-3,6-dimethyl-8-((2-(trimethylsilyl)ethoxy)methoxy)-8,9-dihydrobenzo[de]pyrazolo[4,5,1-ij][1,7]naphthyridin-4(3H)-one